C(C)N(CCN(CCOC(N(CC(=O)OCCCCCCCCCCC)CC(OCCCCCCCCCCC)=O)=O)CCOC(N(CC(=O)OCCCCCCCCCCC)CC(=O)OCCCCCCCCCCC)=O)CC Diundecyl 8-(2-(diethylamino)ethyl)-4,12-dioxo-3,13-bis(2-oxo-2-(undecyloxy)ethyl)-5,11-dioxa-3,8,13-triazapentadecanedioate